FC1=C(OC2=C(C=C(C=C2)NS(=O)(=O)CC(F)(F)F)C2=CC(=[N+](C(=C2)C)[O-])C)C=CC(=C1)F 4-(2-(2,4-difluorophenoxy)-5-((2,2,2-trifluoroethyl)sulfonamido)phenyl)-2,6-dimethylpyridine 1-oxide